CC1=C(C=C(C=C1)C1=NC(=NS1)C)NCC(=O)N1CCC2=C(C=CC=C12)CS(=O)(=O)N (1-((2-methyl-5-(3-methyl-1,2,4-thiadiazol-5-yl)phenyl)glycyl)indolin-4-yl)methanesulfonamide